ClC=1N=CC(=NC1)N[C@@H]1C[C@H](CC1)NC1=CC=C(C=N1)N1C(N(C2=C1C=CC=C2)C)=O 1-(6-(((1S,3S)-3-((5-Chloropyrazin-2-yl)amino)cyclopentyl)amino)pyridin-3-yl)-3-methyl-1,3-dihydro-2H-benzo[d]imidazol-2-one